FC(S(=O)(=O)N(S(=O)(=O)C(F)(F)F)[Si](C)(C)Cl)(F)F [bis(trifluoromethanesulfonyl)amino]chlorodimethylsilane